C(C)(C)OC(=O)C1=CC2=C(N(C(=N2)C=2N(C3=CC(=CC=C3C2)[C@@H](C)NC(=O)OC(C)(C)C)CCCCCCCC(=O)OC(C)(C)C)C)C(=C1)OC (R)-2-(1-(8-(tert-butoxy)-8-oxooctyl)-6-(1-((tert-butoxycarbonyl)amino)ethyl)-1H-indol-2-yl)-7-methoxy-1-methyl-1H-benzo[d]Imidazole-5-carboxylic acid isopropyl ester